(1-tert-butoxycarbonyl-3-methyl-3,6-dihydro-2H-pyridin-4-yl)boronic acid C(C)(C)(C)OC(=O)N1CC(C(=CC1)B(O)O)C